F[C@]1(C[C@H](NC1=O)COC1=NC=CC2=CC(=C(C=C12)OC)C(=O)N)C 1-{[(2S,4S)-4-fluoro-4-methyl-5-oxopyrrolidin-2-yl]methoxy}-7-methoxyisoquinoline-6-carboxamide